4,5-dichloro-N-(5-(4-methylpiperazin-1-yl)-2-(trifluoromethoxy)phenyl)pyrimidin-2-amine ClC1=NC(=NC=C1Cl)NC1=C(C=CC(=C1)N1CCN(CC1)C)OC(F)(F)F